ethyl 3,4-difluoro-2-methylbenzoate FC=1C(=C(C(=O)OCC)C=CC1F)C